10,10',10''-(6-(1-methyl-1H-benzo[d]imidazol-2-yl)benzene-1,2,4-triyl)tris(5-methyl-5,10-dihydrophenazine) CN1C(=NC2=C1C=CC=C2)C2=CC(=CC(=C2N2C1=CC=CC=C1N(C=1C=CC=CC21)C)N2C1=CC=CC=C1N(C=1C=CC=CC21)C)N2C1=CC=CC=C1N(C=1C=CC=CC21)C